6-(2,7-Dimethyl-2H-indazol-5-yl)-2-(1,2,3,6-tetrahydropyridin-4-yl)-1,3-benzothiazol-Hydrochlorid Cl.CN1N=C2C(=CC(=CC2=C1)C1=CC2=C(N=C(S2)C=2CCNCC2)C=C1)C